(2S)-2-{2-[2-(benzyloxy)cyclobutyl]-4-chlorophenoxy}propanoic acid C(C1=CC=CC=C1)OC1C(CC1)C1=C(O[C@H](C(=O)O)C)C=CC(=C1)Cl